2-(3,4,5-trimethoxyphenoxy)propionic acid COC=1C=C(OC(C(=O)O)C)C=C(C1OC)OC